N-[4-(2-pyridin-3-ylpiperazine-1-carbonyl)-3-pyrrolidin-1-ylphenyl]cyclopropanecarboxamide N1=CC(=CC=C1)C1N(CCNC1)C(=O)C1=C(C=C(C=C1)NC(=O)C1CC1)N1CCCC1